2-cyclohexanediylbenzylhafnium (IV) C1(CCCCC1)=C1C(C[Hf+3])C=CC=C1